OCCC(C(=O)N)(CCCCCCCCC)CCO Bis(2-hydroxyethyl)undecanamide